C1(CC1)CN1C(C(=CC=2CN(CCC12)C(=O)N)C(=O)N)=O (cyclopropylmethyl)-2-oxo-1,2,5,6,7,8-hexahydro-1,6-naphthyridine-3,6-dicarboxamide